C(C=C)C1C(OC(C1)=O)=O 3-(prop-2-en-1-yl)dihydrofuran-2,5-dione